1H-Thieno[3,4-d]Imidazole-4-Carboxamide N1C=NC=2C1=CSC2C(=O)N